C1(=CC=CC=C1)C(C(=O)O)(O)C1CCCC1 α-phenylcyclopentaneglycolic acid